N1N=C(C=C1)C1=CC=C(C=C1)NC(=O)C=1C(N=C(NC1C)NC=1OC2=C(N1)C=CC=C2)C2=C(C=CC=C2)Cl N-(4-(1H-pyrazol-3-yl)phenyl)-2-(benzo[d]oxazol-2-ylamino)-4-(2-chlorophenyl)-6-methyl-1,4-dihydropyrimidine-5-carboxamide